Ethyl 2-(4-((2,5-dioxo-3-phenylimidazolin-1-yl)methyl)-2,6-dimethylphenoxy)-2-methylpropionate O=C1N(C(CN1C1=CC=CC=C1)=O)CC1=CC(=C(OC(C(=O)OCC)(C)C)C(=C1)C)C